FC1=C(C(=O)OC(C2=C(C(=C(C(=C2F)F)F)F)F)=O)C(=C(C(=C1F)F)F)F 2,3,4,5,6-pentafluorobenzoic acid anhydride